[Cl-].[Cl-].C1(=CC=CC=C1)C(C1=CC=CC=C1)=[Zr+2](C1=C(C(=CC=2C3=CC(=C(C=C3CC12)C)C(C)(C)C)C(C)(C)C)C)C1C=CC=C1 diphenylmethylene(cyclopentadienyl)(2,7-dimethyl-3,6-di-tert-butylfluorenyl)zirconium dichloride